CC=1C(C2=C(N1)SC1=C2C=CC=C1)(C)CCCS(=O)(=O)O 3-(2,3-dimethyl-3H-benzo[4,5]thieno[2,3-b]pyrrol-3-yl)propane-1-sulfonic acid